OC1(CC(C1)N1C2=NC(=NC=C2N(C1=O)C)S(=O)C)C 9-(3-hydroxy-3-methylcyclobutyl)-7-methyl-2-(methylsulfinyl)-7,9-dihydro-8H-purin-8-one